(1S,5S,6S)-2-(6-(difluoromethyl)-5-methyl-4-((2R,3R)-2-methyl-3-(piperazin-1-yl)azetidin-1-yl)pyridin-2-yl)-5-(1,4-dimethyl-1H-pyrazol-5-yl)-2-azabicyclo[4.1.0]heptane FC(C1=C(C(=CC(=N1)N1[C@H]2C[C@H]2[C@H](CC1)C1=C(C=NN1C)C)N1[C@@H]([C@@H](C1)N1CCNCC1)C)C)F